C(C)(C)(C)OC(=O)N1[C@H](CNC[C@@H]1C)C (2s,6s)-2,6-dimethylpiperazine-1-carboxylic acid tert-butyl ester